3-hydroxy-8-(thien-3-ylsulfonyl)quinazoline-2,4(1H,3H)-dione ON1C(NC2=C(C=CC=C2C1=O)S(=O)(=O)C1=CSC=C1)=O